N-mercaptoethylglycine SCCNCC(=O)O